C(C1=CC=CC=C1)N1CCN(CCN(CCC1)CC=1C(=C(C(=O)N)C=C(C1)C)O)CC=1C(=C(C(=O)N)C=C(C1)C)O 3'-[(7-benzyl-1,4,7-triazacyclodecane-1,4-diyl)bis(methylene)]bis(2-hydroxy-5-methylbenzamide)